4-amino-1-(2-methylpropyl)-1,3-dihydro-2H-imidazo[4,5-c]quinolin-2-one NC1=NC=2C=CC=CC2C2=C1NC(N2CC(C)C)=O